2-(3-{[4-(ethanesulfonyl)-2-methoxyphenyl]amino}prop-1-yn-1-yl)-N-[(3S,4R)-3-fluoropiperidin-4-yl]-1-(2,2,2-trifluoroethyl)-1H-indol-4-amine C(C)S(=O)(=O)C1=CC(=C(C=C1)NCC#CC=1N(C=2C=CC=C(C2C1)N[C@H]1[C@H](CNCC1)F)CC(F)(F)F)OC